CO[C@H]1[C@H](CN[C@H](COC2=C(C(N(C1)C)=O)C=C(C=C2)NC(=O)C2=CC=C(C=C2)C2=CC=CC=C2)C)C N-[(3S,6S,7S)-7-methoxy-3,6,9-trimethyl-10-oxo-3,4,5,6,7,8,9,10-octahydro-2H-1,4,9-benzoxadiazacyclododecin-12-yl]-[1,1'-biphenyl]-4-carboxamide